(R)-2-hydroxy-3-(5-hydroxy-1H-2-indolyl)propionic acid O[C@@H](C(=O)O)CC=1NC2=CC=C(C=C2C1)O